C(C)(C)(C)OC(=O)N1CCN(CC1)C1=CC(=C(C=C1)N)O 4-(4-amino-3-hydroxyphenyl)piperazine-1-carboxylic acid tert-butyl ester